C(C)OCN1C(=NC2=C1C=CC=C2)CN([C@H]2CCCC=1C=CC=NC21)[C@@H](C)C2=CC=C(C=C2)OC (S)-N-((1-(ethoxymethyl)-1H-benzo[d]imidazol-2-yl)methyl)-N-((S)-1-(4-methoxyphenyl)-ethyl)-5,6,7,8-tetrahydroquinolin-8-amine